N-(2,4-difluoro-3-{4-[6-(2-isopropoxyethoxy)pyridin-3-yl]-6-oxo-1,6-dihydropyrimidin-2-yl}benzyl)isobutyramide FC1=C(CNC(C(C)C)=O)C=CC(=C1C=1NC(C=C(N1)C=1C=NC(=CC1)OCCOC(C)C)=O)F